4-chloro-5-iodo-2-(2-trimethylsilylethoxymethyl)pyridazin-3-one ClC=1C(N(N=CC1I)COCC[Si](C)(C)C)=O